(E)-(2,5-dimethoxy-4-(2-nitrobut-1-en-1-yl)phenyl)(phenyl)sulfane COC1=C(C=C(C(=C1)\C=C(/CC)\[N+](=O)[O-])OC)SC1=CC=CC=C1